OC1=C(C(=O)NCCCCCCCCCC(=O)O)C=CC=C1 10-((2-hydroxybenzoyl)amino)decanoic acid